2-amino-6-bromo-3-fluoro-N-[(1s,2r)-2-phenylcyclobutyl]benzamide tert-butyl-4-[1-(2,6-dioxo-3-piperidyl)-3-methyl-2-oxo-benzimidazol-5-yl]piperidine-1-carboxylate C(C)(C)(C)OC(=O)N1CCC(CC1)C1=CC2=C(N(C(N2C)=O)C2C(NC(CC2)=O)=O)C=C1.NC1=C(C(=O)N[C@@H]2[C@H](CC2)C2=CC=CC=C2)C(=CC=C1F)Br